O[C@@]1(C(N(CC1)C)=O)C1=CC(=NO1)C=1C=C(C=CC1)C1=CC(=CC(=N1)C(=O)N)C1=CN=C(S1)OC (R)-6-(3-(5-(3-hydroxy-1-methyl-2-oxopyrrolidin-3-yl)isoxazol-3-yl)phenyl)-4-(2-methoxythiazol-5-yl)picolinamide